BrC=1C=C(N(N1)C1=NC=CC=C1Cl)C(=O)NC1=C(C=C(C=C1C(NC(C)C)=O)Cl)Cl 5-bromo-2-(3-chloropyridin-2-yl)-N-[2,4-dichloro-6-(prop-2-ylcarbamoyl)phenyl]pyrazole-3-carboxamide